2-(methanesulfonylamino)acetyl chloride CS(=O)(=O)NCC(=O)Cl